(Z)-3-(1-((1-(1-Acetylazetidin-3-yl)-1H-pyrazol-3-yl)amino)ethylidene)-5-(4-methylpyridin-3-yl)-1H-pyrrolo[2,3-c]pyridin-2(3H)-one C(C)(=O)N1CC(C1)N1N=C(C=C1)N\C(\C)=C\1/C(NC2=CN=C(C=C21)C=2C=NC=CC2C)=O